N-(2-carbamoyl-4-chloro-6-methyl-phenyl)-2-(3-chloro-2-pyridyl)-5-(trifluoromethyl)pyrazole-3-carboxamide C(N)(=O)C1=C(C(=CC(=C1)Cl)C)NC(=O)C=1N(N=C(C1)C(F)(F)F)C1=NC=CC=C1Cl